((R)-3-Aminochroman-7-yl)-9,9-difluoro-3,7-diazabicyclo[3.3.1]nonane-3-carboxylic acid tert-butyl ester C(C)(C)(C)OC(=O)N1CC2(CNCC(C1)C2(F)F)C2=CC=C1C[C@H](COC1=C2)N